FC=1C=CC=2C3=C(NC(C2C1)=O)COCC3N(C(=O)C=3NC1=CC=C(C=C1C3)S(=O)(=O)C)C N-(8-fluoro-6-oxo-1,4,5,6-tetrahydro-2H-pyrano[3,4-c]isoquinolin-1-yl)-N-methyl-5-(methylsulfonyl)-1H-indole-2-carboxamide